4-[3-Cyano-5-(4-fluoro-phenoxy)-2-hydroxy-phenyl]-4-oxo-butyric acid C(#N)C=1C(=C(C=C(C1)OC1=CC=C(C=C1)F)C(CCC(=O)O)=O)O